C(C)(C)(C)OC(=O)N1CCCC2=CC(=CC=C12)O 6-hydroxy-3,4-dihydroquinoline-1(2H)-carboxylic acid tert-butyl ester